N1=CC(=CC=C1)OC1=CC=C(C=C1)NC(=O)[C@H]1NCCCC1 (2S)-N-[4-(3-pyridyloxy)phenyl]piperidine-2-carboxamide